C(C)(=O)OC=1C2=C(C(=NC1)Cl)CC(C2)CO[Si](C2=CC=CC=C2)(C2=CC=CC=C2)C(C)(C)C [6-[[tert-butyl (diphenyl) silyl] oxymethyl]-1-chloro-6,7-dihydro-5H-cyclopenta[c]pyridin-4-yl] acetate